COC1=CC=C(C=C1)C1CCN(CC1)C1=C(C(N(C2=CC=CC=C12)C)=O)C#N 4-[4-(4-Methoxyphenyl)piperidin-1-yl]-1-methyl-2-oxo-1,2-dihydroquinoline-3-carbonitrile